bis[4-{4-(phenyl-d5)naphthalen-2-yl}phenyl]amine C1(=C(C(=C(C(=C1[2H])[2H])[2H])[2H])[2H])C1=CC(=CC2=CC=CC=C12)C1=CC=C(C=C1)NC1=CC=C(C=C1)C1=CC2=CC=CC=C2C(=C1)C1=C(C(=C(C(=C1[2H])[2H])[2H])[2H])[2H]